(S)-6-(2-Aminopropyl)-2-chloro-7-phenyl-N-(thiophen-2-ylmethyl)thieno[3,2-d]pyrimidin-4-amine N[C@H](CC1=C(C=2N=C(N=C(C2S1)NCC=1SC=CC1)Cl)C1=CC=CC=C1)C